(S)-7-(((tert-butyldiphenylsilyl)oxy)methyl)-9-(4-fluoro-2-methylphenyl)-4-(1-(4-methoxypyridin-2-yl)ethyl)-3,4-dihydrobenzo[f][1,4]oxazepin-5(2H)-one [Si](C1=CC=CC=C1)(C1=CC=CC=C1)(C(C)(C)C)OCC=1C=C(C2=C(C(N(CCO2)[C@@H](C)C2=NC=CC(=C2)OC)=O)C1)C1=C(C=C(C=C1)F)C